ClC1=C(C=C(C=C1)C#N)NS(=O)(=O)C1=CC(=CC=C1)N N-(2-chloro-5-cyanophenyl)-3-aminobenzenesulfonamide